1-(4-chlorobenzyl)-3-(4-((6-oxo-2-oxa-7-azaspiro[3.5]nonan-7-yl)methyl)phenyl)urea ClC1=CC=C(CNC(=O)NC2=CC=C(C=C2)CN2C(CC3(COC3)CC2)=O)C=C1